CC(CCC1NC(C=2C=CC(=NC2C1)OC)=O)(C)C 7-(3,3-dimethylbutyl)-2-methoxy-7,8-dihydro-1,6-naphthyridin-5(6H)-one